ClC=1C=C(C=CC1Cl)C1=CC2=C(NC3=C(CC2)C=CC=C3)C=C1NCCN N1-(2-(3,4-dichlorophenyl)-10,11-dihydro-5H-dibenzo[b,f]azepin-3-yl)ethane-1,2-diamine